4-amino-1-(3-(morpholinomethyl)benzyl)-1H-imidazo[4,5-c]quinolin-2(3H)-one NC1=NC=2C=CC=CC2C2=C1NC(N2CC2=CC(=CC=C2)CN2CCOCC2)=O